FC1=CC(=C(N)C=C1C)C(C)C 4-Fluoro-2-isopropyl-5-methylaniline